chloromethyl-(methyl)phosphinic chloride ClCP(=O)(C)Cl